1,6-bis(hydroxy-2-ethoxy)naphthalene OC(C)OC1=CC=CC2=CC(=CC=C12)OC(C)O